4-(3-methyl-4-(methyl-sulfonyl)phenyl)-5-(methyl-sulfonyl)-3-(trifluoromethyl)-1H-indazole CC=1C=C(C=CC1S(=O)(=O)C)C1=C2C(=NNC2=CC=C1S(=O)(=O)C)C(F)(F)F